4-{2-[5-(1-amino-4-sulfonaphthalene-2-ylazo)pyridin-2-yl]phenoxy}butyric acid NC1=C(C=C(C2=CC=CC=C12)S(=O)(=O)O)N=NC=1C=CC(=NC1)C1=C(OCCCC(=O)O)C=CC=C1